(4-(4-(4-chlorophenyl)pyridin-2-yl)piperazine-1-carbonyl)quinolin-2(1H)-one ClC1=CC=C(C=C1)C1=CC(=NC=C1)N1CCN(CC1)C(=O)N1C(C=CC2=CC=CC=C12)=O